BrC1=CC=CC(=N1)OCC=1SC(=CN1)C(C)(F)F 2-(((6-bromopyridin-2-yl)oxy)methyl)-5-(1,1-difluoroethyl)thiazole